(R)-4-((1-(3-(difluoromethyl)-2-fluorophenyl)ethyl)amino)-6-ethyl-2-methyl-6H-[1,4]oxazino[3,2-g]quinazolin-7(8H)-one FC(C=1C(=C(C=CC1)[C@@H](C)NC1=NC(=NC2=CC3=C(C=C12)N(C(CO3)=O)CC)C)F)F